FC1=CC=C(/C=C/B(O)O)C=C1 (E)-(4-fluorostyryl)boronic acid